nitrofuranyl-methyl-piperazine [N+](=O)([O-])C1(N(CCNC1)C)C=1OC=CC1